C(C)(C)(C)C1=CC(=C(C=C1)C1=NC2=CC(=CC(=C2C(=C1)Cl)F)F)C 2-(4-tert-butyl-2-methyl-phenyl)-4-chloro-5,7-difluoro-quinoline